ClC1=C(C(=O)O)C=CC=C1C1CN(CC1)C1=CC(=C(C=C1)Cl)Cl 2-chloro-3-(1-(3,4-dichlorophenyl)pyrrolidin-3-yl)benzoic acid